2-((4aR)-8-((2,6-dioxopiperidin-3-yl)amino)-1,2,4a,5-tetrahydrobenzo[b]pyrazino[1,2-d][1,4]oxazin-3(4H)-yl)acetic acid O=C1NC(CCC1NC=1C=CC2=C(OC[C@@H]3N2CCN(C3)CC(=O)O)C1)=O